2-fluoro-3-(1-hydroxy-2-oxo-2-(4-oxo-2-(1-phenylcyclopropyl)-3,5,7,8-tetrahydropyrido[4,3-d]pyrimidin-6(4H)-yl)ethyl)benzonitrile FC1=C(C#N)C=CC=C1C(C(N1CC2=C(N=C(NC2=O)C2(CC2)C2=CC=CC=C2)CC1)=O)O